C(C)OC1C2C3CC(CC3C(C1)C2)S 8-ethoxytricyclo[5.2.1.02,6]decane-4-thiol